O1C(=NN=C1)C(C)(C)C=1N=CN(C1)C1=C(C=C(C=N1)NC(CN1N=C(C=C1C)C(F)(F)F)=O)F N-(6-(4-(2-(1,3,4-oxadiazol-2-yl)propan-2-yl)-1H-imidazol-1-yl)-5-fluoropyridin-3-yl)-2-(5-methyl-3-(trifluoromethyl)-1H-pyrazol-1-yl)acetamide